(6-(2-chloro-5-fluorophenyl)-3-cyano-1-methyl-8-oxo-1,6,7,8-tetrahydropyrrolo[3,4-g]indazol-5-yl)-3-fluoro-5-(trifluoromethyl)benzamide ClC1=C(C=C(C=C1)F)C1NC(C=2C1=C(C=C1C(=NN(C21)C)C#N)C2=C(C(=O)N)C=C(C=C2F)C(F)(F)F)=O